Cl.O[C@H](C(=O)N)C (S)-2-hydroxypropionamide hydrochloride